N1=CC(=CC=C1)NC1=NN2C(C=C(C=C2)C2=CC(=NC=C2)C#N)=C1 4-(2-(pyridin-3-ylamino)pyrazolo[1,5-a]pyridin-5-yl)picolinonitrile